3-(oxiranyl-2-ylmethoxy)benzaldehyde O1C(C1)=COC=1C=C(C=O)C=CC1